2-amino-6-(tert-butoxycarbonylamino)pyridine NC1=NC(=CC=C1)NC(=O)OC(C)(C)C